NCCCCOCCOC1=NC=2C=C(C=CC2C2=C1N=C(N=C2)NC2CC2)C(=O)OC Methyl 5-(2-(4-aminobutoxy)ethoxy)-3-(cyclopropylamino)pyrimido[4,5-c]quinoline-8-carboxylate